4-(1-(3-(3-chloro-4-fluorophenyl)-1-methylureido)ethyl)-N,N-dimethylisoquinoline-1-carboxamide ClC=1C=C(C=CC1F)NC(N(C)C(C)C1=CN=C(C2=CC=CC=C12)C(=O)N(C)C)=O